C(C)(C)NC(O[C@@H]1C[C@@H](CC1)C1=CC(=NN1)NC1=CC2=C(C=N1)SC(=N2)COC)=O (1S,3R)-3-(3-((2-(methoxymethyl)thiazolo[5,4-c]pyridin-6-yl)amino)-1H-pyrazol-5-yl)cyclopentyl isopropylcarbamate